ClC=1C(=NC=C(C1C(=O)O)F)C1=CC=C(C=C1)F 3-chloro-5-fluoro-2-(4-fluorophenyl)pyridine-4-carboxylic acid